FC(C1=C(C(=O)C=2C=C(NC2)C2=NC3=C(N2)C=C(C=C3)N3CCC(CC3)C#N)C=CC=C1)(F)F 1-(2-(4-(2-(trifluoromethyl)benzoyl)-1H-pyrrol-2-yl)-1H-benzo[d]imidazol-6-yl)piperidine-4-carbonitrile